tert-butyl 2-[1-[2-chloro-4-[[(3R)-2,6-dioxo-3-piperidyl]amino]-6-fluoro-phenyl]-4-hydroxy-4-piperidyl]acetate ClC1=C(C(=CC(=C1)N[C@H]1C(NC(CC1)=O)=O)F)N1CCC(CC1)(O)CC(=O)OC(C)(C)C